BrC1=C2C=NN(C2=CC(=C1C#CCCC(=O)OC(C)(C)C)Cl)C1OCCCC1 tert-butyl 5-(4-bromo-6-chloro-1-(tetrahydro-2H-pyran-2-yl)-1H-indazol-5-yl)pent-4-ynoate